5-(2-hydroxypropyl)-1-methyl-4,5,6,7-tetrahydro-1H-imidazo[4,5-c]pyridine-2-carboxylate OC(CN1CC2=C(CC1)N(C(=N2)C(=O)[O-])C)C